N-(3-hydroxy-3-methylbutyl)-4-(isopropylamino)-6-(pyridin-4-yl)-1,5-naphthyridine-3-carboxamide OC(CCNC(=O)C=1C=NC2=CC=C(N=C2C1NC(C)C)C1=CC=NC=C1)(C)C